C[C@H]1C[C@]2([C@H]([C@H]1O)/C=C(/CC[C@H]3[C@H](C3(C)C)/C=C(/C2=O)\\C)\\C)OC(=O)C4=CC=CC=C4 The molecule is a lathyrane diterpenoid isolated from the roots of Euphorbia micractina. It has a role as a vasodilator agent. It is a lathyrane diterpenoid and a benzoate ester.